N-[5-ethyl-4-[4-(3-hydroxy-1-methyl-4-piperidyl)phenoxy]-6-(2-isobutylphenyl)pyrimidin-2-yl]-1-methyl-pyrazole-4-sulfonamide C(C)C=1C(=NC(=NC1C1=C(C=CC=C1)CC(C)C)NS(=O)(=O)C=1C=NN(C1)C)OC1=CC=C(C=C1)C1C(CN(CC1)C)O